FC1=CC(=C(C=C1)[C@H]1[C@@H](O[C@@]([C@@H]1C)(C(F)(F)F)C)C(=O)NC1=CC(=NC=C1)C(=O)N)O (2R,3S,4R,5S)-4-[[3-(4-Fluoro-2-hydroxy-phenyl)-4,5-dimethyl-5-(trifluoromethyl)tetrahydrofuran-2-carbonyl]amino]pyridin-2-carboxamid